perfluorohexane ethyl-acrylate C(C)OC(C=C)=O.FC(C(C(C(C(C(F)(F)F)(F)F)(F)F)(F)F)(F)F)(F)F